FC=1C=NC=C(C1)C=1CC[C@@H](CN1)C |r| 3-Fluoro-5-[rac-(3S)-3-methyl-2,3,4,5-tetrahydropyridin-6-yl]pyridine